BrC1=C(C(=NC=C1)N)C 4-bromo-3-methyl-pyridin-2-amine